C(C)(C)(C)OC(=O)N1C[C@H](CC1)OC1=CC=C(C=C1C1=CC(=C(C=C1)F)F)C(=O)O (S)-6-((1-(tert-butoxycarbonyl)pyrrolidin-3-yl)oxy)-3',4'-difluoro-[1,1'-biphenyl]-3-carboxylic acid